C1OC=2C=C3C=CC(OC3=CC2O1)=O 6,7-[methylenedioxy]coumarin